FC1=C(C=CC(=C1)F)C1=CC=C(C=C1)C1CN(C1)C(=O)OC(C)(C)C Tert-Butyl 3-[4-(2,4-difluorophenyl)phenyl]azetidine-1-carboxylate